C1(CC1)C(=O)NC1=CC(=C(N=N1)C(=O)NC)NC1=NN2C(C=CC(=C2)N2CC(C2)C(=O)N2CSCC2)=N1 6-(cyclopropanecarboxamido)-N-methyl-4-((6-(3-(thiazolidine-3-carbonyl)azetidin-1-yl)-[1,2,4]triazolo[1,5-a]pyridin-2-yl)amino)pyridazine-3-carboxamide